CN1C(=NC2=C1C=C(C(=C2)C2=CC=CN1C(=CC=C21)C(=O)C2=CC(=C(C(=C2)F)NC(\C=C\CNC2CC(OCC2)(C)C)=O)F)C(F)(F)F)C (E)-N-(4-(8-(1,2-dimethyl-6-(trifluoromethyl)-1H-benzo[d]imidazol-5-yl)indolizine-3-carbonyl)-2,6-difluorophenyl)-4-((2,2-dimethyltetrahydro-2H-pyran-4-yl)amino)but-2-enamide